N-(4-(2-(hydroxyamino)-2-oxoethylamino)-3-nitrobenzenesulfonyl)-2-phenoxy-4-(3-(2-methylphenyl)acryloylamino)benzamide ONC(CNC1=C(C=C(C=C1)S(=O)(=O)NC(C1=C(C=C(C=C1)NC(C=CC1=C(C=CC=C1)C)=O)OC1=CC=CC=C1)=O)[N+](=O)[O-])=O